tri-(p-nitrophenyl)phosphine [N+](=O)([O-])C1=CC=C(C=C1)P(C1=CC=C(C=C1)[N+](=O)[O-])C1=CC=C(C=C1)[N+](=O)[O-]